(E)-3-(3-methoxyphenyl)-1-(5-hydroxy-2,2-dimethyl-2H-benzopyran-6-yl)prop-2-en-1-one COC=1C=C(C=CC1)/C=C/C(=O)C=1C=CC2=C(C=CC(O2)(C)C)C1O